(S)-4'-iodo-6a',7'-dihydro-6'H,9'H-spiro[cyclopropane-1,8'-pyrido[3,2-b]pyrrolo[1,2-d][1,4]oxazine] IC1=CC=NC2=C1OC[C@H]1N2CC2(C1)CC2